tert-Butyl (S)-5-chloro-1-((1,3-dioxoisoindolin-2-yl)methyl)-8-hydroxy-3,4-dihydroisoquinoline-2(1H)-carboxylate ClC1=C2CCN([C@@H](C2=C(C=C1)O)CN1C(C2=CC=CC=C2C1=O)=O)C(=O)OC(C)(C)C